C1(CC1)N1N=C(C(=C1)OC1=CC=NC2=CC(=CC=C12)N1CC=2N(CC1)C(=NN2)C(F)(F)F)C2CCOCC2 4-((1-cyclopropyl-3-(tetrahydro-2H-pyran-4-yl)-1H-pyrazol-4-yl)oxy)-7-(3-(trifluoromethyl)-5,6-dihydro-[1,2,4]triazolo[4,3-a]pyrazine-7(8H)-yl)quinoline